NC=1N=NC(=CC1OCCC1=CC=C(CNC(=O)C2CC3(C2)CCNCC3)C=C1)C1=C(C=CC=C1)O N-(4-(2-((3-amino-6-(2-hydroxyphenyl)pyridazin-4-yl)oxy)ethyl)benzyl)-7-azaspiro[3.5]nonane-2-carboxamide